C(=O)(O)C1=CC=C(CO)C=C1 4-Carboxybenzyl Alcohol